2-(4,4-difluoro-piperidin-1-yl)-5-(trifluoromethyl)nicotinamide FC1(CCN(CC1)C1=C(C(=O)N)C=C(C=N1)C(F)(F)F)F